NC1=C(C=C(C=N1)C=1C=NC=CC1)O[C@H](C)C=1C=C(C=CC1)NC(C1=CC(=CC=C1)N(C)C)=O (R)-N-(3-(1-((6-amino-[3,3'-bipyridin]-5-yl)oxy)ethyl)phenyl)-3-(dimethylamino)benzamide